BrC1=CC=C(C=C1)NC(=O)C=1COC2=C(C1)C=CC(=C2)OC N-(4-bromophenyl)-7-methoxy-2H-benzopyran-3-carboxamide